3-bromo-5-(1-cyano-1-methyl-ethoxy)benzoic acid methyl ester COC(C1=CC(=CC(=C1)OC(C)(C)C#N)Br)=O